3-chloro-1-(5-(3-fluorophenyl)-4,5-dihydropyrazol-1-yl)propan-1-one ClCCC(=O)N1N=CCC1C1=CC(=CC=C1)F